[4,4'-bipiperidine]-1-carboxylic acid tert-butyl ester C(C)(C)(C)OC(=O)N1CCC(CC1)C1CCNCC1